N-((4-bromo-5-methoxypyridin-2-yl)methyl)ethylamine BrC1=CC(=NC=C1OC)CNCC